8-methyl-3,4-dihydroquinoxaline-1(2H)-carboxylic acid tert-butyl ester C(C)(C)(C)OC(=O)N1CCNC2=CC=CC(=C12)C